4-(4-hydroxyphenyl)-butan-2-one OC1=CC=C(C=C1)CCC(C)=O